NC1=C2N=CN(C2=NC=N1)[C@H]1[C@@H]([C@@H]([C@H](C1)C[Se]CC[C@@H](C(=O)[O-])[NH3+])O)O (S)-4-((((1S,2R,3S,4R)-4-(6-amino-9H-purin-9-yl)-2,3-dihydroxycyclopentyl)methyl)selanyl)-2-ammoniobutanoate